C(C1=CC(C(=O)O)=CC=C1)(=O)O.C(CCCC)(N)N pentandiamine isophthalate